S1(NC=CCC1)C(=O)OC(C)(C)C t-butyl thiazine-1(5H)-carboxylate